lithium pentaerythritol borate salt B([O-])([O-])[O-].OCC(CO)(CO)CO.[Li+].[Li+].[Li+]